NCC1=CC=C(C=C1)NC(N(CCCCO)CC1=CC=C(C(=O)NO)C=C1)=O 4-((3-(4-(aminomethyl)phenyl)-1-(4-hydroxybutyl)ureido)methyl)-N-hydroxybenzamide